CC(C(=O)O)OC1=CC=C(C=C1)Cl methyl-4-chlorophenoxyacetic acid